ethyl 4-amino-1-(1-((4-methoxybenzyl)amino)-1-oxopropan-2-yl)-1H-imidazole-2-carboxylate NC=1N=C(N(C1)C(C(=O)NCC1=CC=C(C=C1)OC)C)C(=O)OCC